2-{[(1S,9S)-9-ethyl-5-fluoro-9-hydroxy-4-methyl-10,13-dioxo-2,3,9,10,13,15-hexahydro-1H,12H-benzo[de]pyrano[3',4':6,7]indolizino[1,2-b]quinolin-1-yl]amino}-2-oxoethyl L-valinate N[C@@H](C(C)C)C(=O)OCC(=O)N[C@H]1CCC=2C=3C1=C1C(=NC3C=C(C2C)F)C2=CC3=C(C(N2C1)=O)COC([C@]3(O)CC)=O